palladium tetrakis(tris(2,4,6-trimethoxyphenyl)phosphine) COC1=C(C(=CC(=C1)OC)OC)P(C1=C(C=C(C=C1OC)OC)OC)C1=C(C=C(C=C1OC)OC)OC.COC1=C(C(=CC(=C1)OC)OC)P(C1=C(C=C(C=C1OC)OC)OC)C1=C(C=C(C=C1OC)OC)OC.COC1=C(C(=CC(=C1)OC)OC)P(C1=C(C=C(C=C1OC)OC)OC)C1=C(C=C(C=C1OC)OC)OC.COC1=C(C(=CC(=C1)OC)OC)P(C1=C(C=C(C=C1OC)OC)OC)C1=C(C=C(C=C1OC)OC)OC.[Pd]